N-((1R,3s,5S)-8-(Pyridin-2-ylmethyl)-8-azabicyclo[3.2.1]octan-3-yl)-1H-indol-6-carboxamid N1=C(C=CC=C1)CN1[C@H]2CC(C[C@@H]1CC2)NC(=O)C2=CC=C1C=CNC1=C2